2-cyano-N-(2-methyl-3-(4,4,5,5-tetramethyl-1,3,2-dioxaborolan-2-yl)phenyl)acetamide C(#N)CC(=O)NC1=C(C(=CC=C1)B1OC(C(O1)(C)C)(C)C)C